2-((2-((4-(1-((2-(2,6-dioxopiperidin-3-yl)-1-oxoisoindolin-5-yl)methyl)piperidin-4-yl)-2-isopropoxy-5-methylphenyl)amino)-5-(trifluoromethyl)pyridin-4-yl)amino)-N-methylbenzamide O=C1NC(CCC1N1C(C2=CC=C(C=C2C1)CN1CCC(CC1)C1=CC(=C(C=C1C)NC1=NC=C(C(=C1)NC1=C(C(=O)NC)C=CC=C1)C(F)(F)F)OC(C)C)=O)=O